CCC=CCCCCCC γ-n-decene